(E)-N-(2,3-Dihydro-1H-inden-5-yl)-3-(3,4,5-trimethoxyphenyl)acrylamide C1CCC2=CC(=CC=C12)NC(\C=C\C1=CC(=C(C(=C1)OC)OC)OC)=O